C(C)(C)(C)OC(=O)N1CC2(C(CC1)(O)CN1C(C=C(C(=C1)C(=O)OCC)C1=CC=CC=C1)=O)CCOCC2 5-((5-(ethoxycarbonyl)-2-oxo-4-phenylpyridin-1(2H)-yl)methyl)-5-hydroxy-9-oxa-2-azaspiro[5.5]Undecane-2-carboxylic acid tert-butyl ester